C(C)(C)C1=C(C=C(C=C1)\C=C\C1=NC=CC=C1)O (E)-2-isopropyl-5-(2-(pyridin-2-yl)vinyl)phenol